BrC1=C2C=CN(C2=CC=C1)C1CCC(CC1)=O 4-(4-Bromo-1H-indol-1-yl)cyclohexan-1-one